BrC=1C=NC=C(C1)C1COC1 3-bromo-5-(oxetan-3-yl)pyridine